(2R)-N-[(1R)-1-(3-chloropyrazin-2-yl)ethyl]-2-hydroxy-2-phenyl-acetamide ClC=1C(=NC=CN1)[C@@H](C)NC([C@@H](C1=CC=CC=C1)O)=O